SCCCC[Si](OCCC)(OCCC)OCCC 4-mercaptobutyltripropoxysilane